[Mo](=S)=S.[Ag] Silver-molybdenum disulfide